3-{[3-(1H-imidazol-5-yl)-2-[3-(trifluoromethyl)-1H-1,2,4-triazol-5-yl]imidazo[1,2-a]pyrimidin-6-yl]methoxy}pyridine N1C=NC=C1C1=C(N=C2N1C=C(C=N2)COC=2C=NC=CC2)C2=NC(=NN2)C(F)(F)F